monomethyl-pseudouridine CC1=C([C@H]2[C@H](O)[C@H](O)[C@@H](CO)O2)C(NC(N1)=O)=O